benzyl ((3-(8-((2-amino-3-chloropyridin-4-yl)thio)imidazo[1,2-c]pyrimidin-5-yl)-7-(4-methylthiazol-2-yl)-3-azabicyclo[4.1.0]heptan-7-yl)methyl)carbamate NC1=NC=CC(=C1Cl)SC=1C=2N(C(=NC1)N1CC3C(C3CC1)(C=1SC=C(N1)C)CNC(OCC1=CC=CC=C1)=O)C=CN2